C(#N)[C@H]1N(CSC1)C(CNC(=O)C1=CC=NC2=CC=C(C=C12)N1[C@@H](CCC1)C(F)(F)F)=O N-(2-((R)-4-Cyanothiazolidin-3-yl)-2-oxoethyl)-6-((S)-2-(trifluoromethyl)-pyrrolidin-1-yl)quinoline-4-carboxamide